FC=1C(=CC(=C(C1)C1=C2C(=C(N=N1)N[C@H]1[C@@H](CCCC1)O)C=NC=C2)OC)C(F)(F)F (1R,2R)-2-[[1-[5-fluoro-2-methoxy-4-(trifluoromethyl)phenyl]pyrido[3,4-d]pyridazin-4-yl]amino]cyclohexanol